phenyl-diphenyl-pyrimidine C1(=CC=CC=C1)C1=NC(=CC(=N1)C1=CC=CC=C1)C1=CC=CC=C1